C(C)(C)(C)C1=NC(=NO1)C(=O)NCC1CCN(CC1)C=1C=2N(C=C(N1)C=1C=NN(C1)C)N=CC2 5-(tert-Butyl)-N-((1-(6-(1-methyl-1H-pyrazol-4-yl)pyrazolo[1,5-a]pyrazin-4-yl)piperidin-4-yl)methyl)-1,2,4-oxadiazole-3-carboxamide